5-guanidinohydantoin N(C(=N)N)C1C(NC(N1)=O)=O